Methyl 1-[[(4H,5H,6H,7H,8H,9H-cycloocta[b]thiophen-2-ylcarbonyl)amino]methyl]cyclopentanecarboxylate S1C2=C(C=C1C(=O)NCC1(CCCC1)C(=O)OC)CCCCCC2